[Mn].C1(=CC=CC=C1)C1=NNC(=C1)C=1C=C(C=CC1)C(C)O 1-(3-(3-phenyl-1H-pyrazol-5-yl)phenyl)ethan-1-ol manganese